C(C)S(=O)(=O)C=1C=C(C(=O)OC)C=CC1OCC1CCN(CC1)S(=O)(=O)C Methyl 3-(ethylsulfonyl)-4-((1-(methylsulfonyl)piperidin-4-yl)methoxy)-benzoate